C(CCCCCCC)C(C(=O)[O-])(O)CC(=O)[O-].C(CCCCCCC)C(C(=O)[O-])(O)CC(=O)[O-].C(CCCCCCC)[Sn+4]CCCCCCCC dioctyltin bis(octyl malate)